N-[3-chloro-4-[(3-fluorophenyl)methoxy]phenyl]-6-[5-[(2-methylsulfonylethylamino)methyl]-2-furyl]quinazolin-4-amine ClC=1C=C(C=CC1OCC1=CC(=CC=C1)F)NC1=NC=NC2=CC=C(C=C12)C=1OC(=CC1)CNCCS(=O)(=O)C